ClC=1C=C2C(=NC(N(C2=CC1OCCO)C)=O)N1CCOCC2=C1C=CC=C2C#CC2(CC2)C 6-chloro-7-(2-hydroxyethoxy)-1-methyl-4-(6-((1-methylcyclopropyl)ethynyl)-2,3-dihydrobenzo[e][1,4]oxazepin-1(5H)-yl)quinazolin-2(1H)-one